6-ethoxy-6,7,8,9-tetrahydrofurano[3,2-h]isoquinoline C(C)OC1CNCC=2C3=C(C=CC12)C=CO3